C(C)(C)(C)OC(=O)N1[C@@H](CN([C@H](C1)CC)C=1C=2N(N(C(C1)=O)C([2H])([2H])[2H])C=C(N2)CCl)CC (2R,5S)-4-(2-(chloromethyl)-5-(methyl-d3)-6-oxo-5,6-dihydroimidazo[1,2-b]pyridazin-8-yl)-2,5-diethylpiperazine-1-carboxylic acid tert-butyl ester